C1(CC1)NC(C1=C(C=C(C(=C1)C=1C=NN(C1)C1=CN=C2N1C=C(C=C2)C(C)(C)O)C)F)=O N-cyclopropyl-2-fluoro-5-{1-[6-(1-hydroxy-1-methyl-ethyl)-imidazo[1,2-a]pyridin-3-yl]-1H-pyrazol-4-yl}-4-methyl-benzamide